1,1-dimethyl-2-dodecyl-imidazolinium C[N+]1(C(=NCC1)CCCCCCCCCCCC)C